C(C)(C)C12CC(OC1CC(CC2)C)C (+-)-3a-isopropyl-2,6-dimethyloctahydro-1-benzofuran